ClC1=CC(=CC(=N1)C(C)=O)C(F)(F)F 1-[6-chloro-4-(trifluoromethyl)-2-pyridinyl]ethanone